6-[4-[3-(1,3-dioxoisoindolin-2-yl)propionyl-methyl-amino]-3-methyl-phenyl]-N-(3-pyridylmethyl)pyridine-3-carboxamide O=C1N(C(C2=CC=CC=C12)=O)CCC(=O)N(C1=C(C=C(C=C1)C1=CC=C(C=N1)C(=O)NCC=1C=NC=CC1)C)C